N=1C=CN2C1C=C(C=C2)CC2=C(C(=O)N)C=CC(=C2)S(=O)(=O)CC2=CC=C(C=C2)[N+](=O)[O-] (imidazo[1,2-a]pyridin-7-ylmethyl)-4-((4-nitrobenzyl)sulfonyl)benzamide